N-(4-(2,5-difluorophenyl)-2-((2S,3S)-3-(trifluoromethyl)tetrahydro-2H-pyran-2-yl)pyridin-3-yl)-2-isopropylpyrimidine-5-carboxamide FC1=C(C=C(C=C1)F)C1=C(C(=NC=C1)[C@H]1OCCC[C@@H]1C(F)(F)F)NC(=O)C=1C=NC(=NC1)C(C)C